ClC1=NC=CC2=C1C(=CN2C(=O)OC(C)(C)C)C2=NC(=NC(=C2)OC2CCC(CC2)C(F)(F)F)SC rel-tert-butyl 4-chloro-3-[2-(methylsulfanyl)-6-{[(1r,4r)-4-(trifluoro-methyl)cyclohexyl]oxy}pyrimidin-4-yl]-1H-pyrrolo[3,2-c]pyridine-1-carboxylate